C(C1=CC=CC=C1)OC1=CC(C(C=C)(C=C1OCC1=CC=CC=C1)COCC1(C=C)C(C=C(C(=C1)OCC1=CC=CC=C1)OCC1=CC=CC=C1)[N+](=O)[O-])[N+](=O)[O-] 4,5-dibenzyloxy-2-nitrostyrene-1-ylmethyl ether